(S)-6-(((1-(1-(tert-butyl)cyclopropyl)-1H-1,2,3-triazol-4-yl)(6-fluoro-2-methylpyridin-3-yl)methyl)amino)-8-chloro-4-(neopentylamino)quinoline-3-carbonitrile C(C)(C)(C)C1(CC1)N1N=NC(=C1)[C@H](C=1C(=NC(=CC1)F)C)NC=1C=C2C(=C(C=NC2=C(C1)Cl)C#N)NCC(C)(C)C